FCS(=O)(=O)C1=C(N[C@H](C)C=2C=C(C=C3C(N(C(=NC23)N2CCOCC2)C)=O)C)C=CC=C1 8-[(1R)-1-[2-(fluoromethylsulfonyl)anilino]ethyl]-3,6-dimethyl-2-morpholino-quinazolin-4-one